2-(6-{5-chloro-2-[(oxacyclohex-4-yl)amino]pyrimidin-4-yl}-1-oxo-2,3-dihydro-1H-isoindol-2-yl)-N-[(1R)-1-(hydroxymethyl)-6-methoxy-2,3-dihydro-1H-inden-1-yl]acetamide ClC=1C(=NC(=NC1)NC1CCOCC1)C1=CC=C2CN(C(C2=C1)=O)CC(=O)N[C@@]1(CCC2=CC=C(C=C12)OC)CO